F[P-](F)(F)(F)(F)F.N1(N=NC2=C1N=CC=C2)OC(=[N+](C)C)N(C)C O-(7-azabenzotriazole-1-yl)-N,N,N',N'-tetramethyl-Uronium hexafluorophosphate